8-fluoro-N-((1S,2S)-2-fluorocyclopropyl)-N-methylquinazolin-4-amine FC=1C=CC=C2C(=NC=NC12)N(C)[C@@H]1[C@H](C1)F